ClC=1C=2C=CNC2C2=C(C1)CN(S(N2)(=O)=O)CCOC 6-chloro-3-(2-methoxyethyl)-1,3,4,9-tetrahydro-[1,2,6]thiadiazino[4,3-g]indole 2,2-dioxide